N2-isopropyl-N4-(2-(trifluoromethyl)benzyl)quinazoline-2,4-diamine C(C)(C)NC1=NC2=CC=CC=C2C(=N1)NCC1=C(C=CC=C1)C(F)(F)F